C(C)(C)(C)OC(=O)NC1=C(C2=C(S1)C(=CC=C2C2=C(C=C1C(=NC(=NC1=C2F)F)N(CCCC(=O)OC)C)Cl)F)C#N methyl 4-((7-(2-((tert-butoxycarbonyl)amino)-3-cyano-7-fluorobenzo[b]thiophen-4-yl)-6-chloro-2,8-difluoroquinazolin-4-yl)(methyl)amino)butanoate